3-(2-bromo-1-benzothiophen-5-yl)-2-[(diphenylmethylidene)amino]propanenitrile BrC=1SC2=C(C1)C=C(C=C2)CC(C#N)N=C(C2=CC=CC=C2)C2=CC=CC=C2